6-[4-[3-[2-(5-Ethoxypyridin-3-yl)phenyl]propanoyl]piperazin-1-yl]-N-[4-(2-phenylsulfanylethylamino)-3-(trifluoromethyl)phenyl]sulfonylpyridazine-3-carboxamide C(C)OC=1C=C(C=NC1)C1=C(C=CC=C1)CCC(=O)N1CCN(CC1)C1=CC=C(N=N1)C(=O)NS(=O)(=O)C1=CC(=C(C=C1)NCCSC1=CC=CC=C1)C(F)(F)F